C(C)OC=1C=C2C(=C(C(N(C2=CC1)C)=O)C(=O)N)N1CCC(CC1)C=1OC2=C(N1)C=C(C=C2)C 6-ethoxy-1-methyl-4-[4-(5-methyl-1,3-benzoxazol-2-yl)piperidin-1-yl]-2-oxo-1,2-dihydroquinoline-3-carboxamide